S1C(=CC=C1)CC(=O)N1CN2CC=C[C@H](O1)[C@H]2C2=CC(=CC=C2)C(F)(F)F |o1:14,16| 2-(Thiophen-2-yl)-1-((1S*,5S*,9R*)-9-(3-(trifluoromethyl)phenyl)-4-oxa-1,3-diazabicyclo[3.3.1]non-6-en-3-yl)ethan-1-one